(Z)-1-acetyl-2-((6-(morpholine-4-carbonyl)-4-(1H-pyrazol-4-yl)quinolin-2-yl)-methylene)indolin-3-one C(C)(=O)N1\C(\C(C2=CC=CC=C12)=O)=C/C1=NC2=CC=C(C=C2C(=C1)C=1C=NNC1)C(=O)N1CCOCC1